7-chloro-4-[[2-[3-(5-chloro-6-oxo-1H-pyridazin-4-yl)-2-methyl-propyl]-2-azaspiro[3.3]heptan-6-yl]methyl]-2-methyl-isoindolin-1-one-3-one ClC=1C=CC(=C2C(N(C(C12)=O)C)=O)CC1CC2(CN(C2)CC(CC=2C=NNC(C2Cl)=O)C)C1